C(C)OC1=CC=C(C=C1)NC1=C(C#N)C=CC(=C1)C(F)(F)F 2-((4-ethoxyphenyl)amino)-4-(trifluoromethyl)benzonitrile